ClC=1C=NC(=NC1)NC1=CC(=C(C=C1)N1CCN(CC1)C)OC 5-Chloro-2-((3-methoxy-4-(4-methylpiperazin-1-yl)phenyl)amino)pyrimidine